ClC=1C=C(OCCC(C(=O)O)C)C=CC1C=1N(C2=NC=NC(=C2N1)OC1(CC1)C)CC1=C(C(=CC=C1)F)F 4-(3-chloro-4-(9-(2,3-difluorobenzyl)-6-(1-methylcyclopropoxy)-9H-purin-8-yl)phenoxy)-2-methylbutanoic acid